methyl 3-(4-acetamidoanilino)-5-(methylamino)-6-(1-methylbenzimidazol-4-yl)pyrazine-2-carboxylate C(C)(=O)NC1=CC=C(NC=2C(=NC(=C(N2)NC)C2=CC=CC=3N(C=NC32)C)C(=O)OC)C=C1